(morpholino)meth-anone 2,2,2-trifluoroacetate FC(C(=O)O)(F)F.O1CCN(CC1)C=O